tert-Butyl 3-((dimethylamino)methylene)-2-methyl-4-oxopyrrolidine-1-carboxylate CN(C)C=C1C(N(CC1=O)C(=O)OC(C)(C)C)C